CCCN1CCNCC1 1-(3-propyl)piperazine